CC1C(CCC2=CC(=CC=C12)OC1=CC=C(C=C1)C=1C=NC=CC1)(C(=O)OC(C)OCCOCC(F)(F)F)NC(=O)OC(C)(C)C 2-(2,2,2-trifluoroethoxy)ethoxylethanol methyl-2-((tert-butoxycarbonyl)amino)-6-(4-(pyridin-3-yl)phenoxy)-1,2,3,4-tetrahydronaphthalene-2-carboxylate